[PH2](=O)[O-].[Na+].[P+3].[PH2](=O)[O-].[PH2](=O)[O-].[PH2](=O)[O-] phosphorus sodium hypophosphite